C1(=CC=C(C=C1)OC1=CC=C(C=C1)N1C(C=CC1=O)=O)OC1=CC=C(C=C1)N1C(C=CC1=O)=O N,N'-[p-phenylenebis(oxy-p-phenylene)]bismaleimide